FC(C=1C(=C(C=CC1)[C@@H](C)NC(=O)C1=CNC(C=C1NC1[C@@H]2CN(C[C@H]12)C)=O)F)F N-((R)-1-(3-(difluoromethyl)-2-fluorophenyl)ethyl)-4-(((1R,5s,6s)-3-methyl-3-azabicyclo[3.1.0]hex-6-yl)amino)-6-oxo-1,6-dihydropyridine-3-carboxamide